oxa-6-azaspiro[3.3]heptane-6-sulfonamide O1CCC12CN(C2)S(=O)(=O)N